COC([C@H](N)CC1=CNC2=CC=CC=C12)=O Z-D-tryptophan methyl ester